ClC=1C=C(C=C(C1)OC)NC(=O)NC1=CC(=NC(=C1)Cl)Cl 1-(3-chloro-5-methoxyphenyl)-3-(2,6-dichloropyridin-4-yl)urea